3-(4-pyridyl)-2-propenoic acid N1=CC=C(C=C1)C=CC(=O)O